N-(3-chloro-5-(ethylsulfonamido)phenyl)-4-(5-methoxypyrimidin-2-yl)-5-methylthiophene-2-carboxamide ClC=1C=C(C=C(C1)NS(=O)(=O)CC)NC(=O)C=1SC(=C(C1)C1=NC=C(C=N1)OC)C